OCC1=CC(=C(C=C1[N+](=O)[O-])O)OC 4-(hydroxymethyl)-2-methoxy-5-nitrophenol